C(#C)C=1C=CC=2C=3N(CCOC2N1)C1=C(C3C3=CC(=C(C=C3)OC3=NC=CC(=N3)C)F)C(=NC=N1)N 3-ethynyl-13-(3-fluoro-4-((4-methylpyrimidin-2-yl)oxy)phenyl)-6,7-dihydropyrido[3,2-f]pyrimido[5',4':4,5]pyrrolo[1,2-d][1,4]oxazepin-12-amine